5-{[(5-Chlorothiophen-2-yl)methyl]sulfanyl}-4-methyl-3-[1-(pyrrolidin-1-carbonyl)pyrrolidin-3-yl]-1-(thiophen-2-carbonyl)-1H-pyrazol ClC1=CC=C(S1)CSC1=C(C(=NN1C(=O)C=1SC=CC1)C1CN(CC1)C(=O)N1CCCC1)C